C(#N)[C@H]1N(CSC1)C(CC1=NC2=CC=C(C=C2C(=C1)C(=O)N)[C@H]1CC(OCC1)(C)C)=O |&1:22| (2-((R)-4-Cyanothiazolidin-3-yl)-2-oxoethyl)-6-((RS)-2,2-dimethyltetrahydro-2H-pyran-4-yl)quinoline-4-carboxamide